C(C)N1C(=NC2=NC(=C(C=C21)C2=NN=NN2)OC)C(O)(C=2SC=CC2)C=2SC=CC2 [1-ethyl-5-methoxy-6-(1H-1,2,3,4-tetrazol-5-yl)-1H-imidazo[4,5-b]pyridin-2-yl]bis(thiophen-2-yl)methanol